CC1C(OCC1)=O 3-methyl-tetrahydrofuran-2-one